FC1(CCC(CC1)C1=NC=CC(=C1NC(CC(C)(C)O)=O)C1=C(C=CC(=C1)F)F)F N-(2-(4,4-difluorocyclohexyl)-4-(2,5-difluorophenyl)pyridin-3-yl)-3-hydroxy-3-methylbutanamide